C1(=CC=CC2=CC=CC=C12)C1=C(C=2C(C3=C(C(=C(C(=C3C(C2C(=C1[2H])[2H])=O)[2H])[2H])[2H])[2H])=O)[2H] 2-(naphthalen-1-yl)anthracene-9,10-dione-d7